BrC1=C(C(=O)OC)C(=C(N=C1NC1=C(C(=CC=C1C)OC)C)C)C methyl 3-bromo-2-((3-methoxy-2,6-dimethylphenyl) amino)-5,6-dimethylisonicotinate